4-{2-[(S)-Benzyloxycarbonylamino(4,4-difluorocyclohexyl)methyl]-1H-imidazo[4,5-b]-pyridin-5-yl}tetrahydropyran-4-carboxylic acid C(C1=CC=CC=C1)OC(=O)N[C@H](C=1NC=2C(=NC(=CC2)C2(CCOCC2)C(=O)O)N1)C1CCC(CC1)(F)F